O=C1N(C2=CC=CC=C2C12CCC(CC2)OC=2C=C1C(NCC1=CC2)=O)CC(=O)NCC(F)(F)F 2-(2'-oxo-4-(3-oxoisoindolin-5-yl)oxy-spiro(cyclohexane-1,3'-indoline)-1'-yl)-N-(2,2,2-trifluoroethyl)acetamide